FC=1C=2N(C=C(C1)NC(=O)N1CCC=3C1=NC(=CC3N3CCNCC3)C3=NC=CC=C3)C=C(N2)C N-(8-fluoro-2-methylimidazo[1,2-a]pyridin-6-yl)-4-(piperazin-1-yl)-6-(pyridin-2-yl)-2,3-dihydro-1H-pyrrolo[2,3-b]pyridine-1-carboxamide